N1(N=NN=C1)C[C@H](C)OC=1C=C(C=CC1Cl)C=1C=NC(=NC1)NC=1C(=NN(C1)C1CCC(CC1)N1CCOCC1)OCC1COC1 5-(3-(((S)-1-(1H-tetrazol-1-yl)propan-2-yl)oxy)-4-chlorophenyl)-N-(1-((1r,4r)-4-morpholinylcyclohexyl)-3-(oxetan-3-ylmethoxy)-1H-pyrazol-4-yl)pyrimidin-2-amine